OC(C(C1=CC=CC=C1)(C1=CC=CC=C1)O[Si](CC)(CC)CC)(C1=CC=CC=C1)C1=CC=CC=C1 hydroxy-2-triethylsilyloxy-1,1,2,2-tetraphenylethane